3-(6-chloropyrimidin-4-yl)-5-isopropoxy-1H-pyrazolo[3,4-c]pyridine ClC1=CC(=NC=N1)C1=NNC2=CN=C(C=C21)OC(C)C